C(CC=C)OC1=CC(=CC=2N1N=CC2)C=2C=C(N=NC2OC)C(C)=O 1-(5-(7-(but-3-en-1-yloxy)pyrazolo[1,5-a]pyridin-5-yl)-6-methoxypyridazin-3-yl)ethan-1-one